OC=1C=C(C=CC1O)/C=C/C(=O)C1=C(C=CC(=C1)OCCCN(C)C)O (E)-3-(3,4-dihydroxyphenyl)-1-(5-(3-(dimethylamino)propoxy)-2-hydroxyphenyl)prop-2-en-1-one